C(#C)C=1C(=CC=C2C=C(C=C(C12)C1=C(C=2N=C(N=C(C2C=N1)N(C[C@H]1NCCCC1)C)N1CCC(CC1)(O)C)F)C(F)(F)F)F (S)-1-(7-(8-ethynyl-7-fluoro-3-(trifluoromethyl)naphthalen-1-yl)-8-fluoro-4-(methyl(piperidin-2-ylmethyl)amino)pyrido[4,3-d]pyrimidin-2-yl)-4-methylpiperidin-4-ol